FC(C1=NC2=CC(=CC(=C2C=C1)C1(CC1)NC(=O)C=1C=C(OC[C@H](C)N(C(OC(C)(C)C)=O)C)C=CC1C)C=1SC=CN1)F tert-butyl (S)-(1-(3-((1-(2-(difluoromethyl)-7-(thiazol-2-yl)quinolin-5-yl) cyclopropyl)carbamoyl)-4-methylphenoxy)propan-2-yl)(methyl)carbamate